N-[3-(2-aminopyrimidin-5-yl)phenyl]-8-chloro-7-fluoro-N-methyl-[1,2,4]triazolo[4,3-a]quinazolin-5-amine NC1=NC=C(C=N1)C=1C=C(C=CC1)N(C1=NC=2N(C3=CC(=C(C=C13)F)Cl)C=NN2)C